FC1=NOC(=N1)C([N+](=O)[O-])[N+](=O)[O-] 3-fluorodinitromethyl-1,2,4-oxadiazole